(1-{[4-(4-trifluoromethyl-benzyl)-4H-thieno[3,2-b]pyrrole-3-carbonyl]-amino}-cyclopropyl)-benzoic acid FC(C1=CC=C(CN2C3=C(C=C2)SC=C3C(=O)NC3(CC3)C3=C(C(=O)O)C=CC=C3)C=C1)(F)F